ClC1=C(CCC(C1)(C)C)C=O 2-chloro-4,4-dimethylcyclohex-1-ene-1-carbaldehyde